FC=1C=C(C=CC1)C1=CNC2=NC=C(C=C21)C=2C(=NN(C2)C2CCN(CC2)C(C)=O)OC 1-(4-(4-(3-(3-fluorophenyl)-1H-pyrrolo[2,3-b]pyridin-5-yl)-3-methoxy-1H-pyrazol-1-yl)piperidin-1-yl)ethan-1-one